4-(2-cyano-6-methoxyphenyl)-N-(5-(4-cyanophenyl)thiazolo[5,4-b]pyridin-2-yl)-6-methylnicotinamide C(#N)C1=C(C(=CC=C1)OC)C1=CC(=NC=C1C(=O)NC=1SC2=NC(=CC=C2N1)C1=CC=C(C=C1)C#N)C